OCCCOC(CCCCCCC\C=C/CCCCCCCC)=O oleic acid 3-hydroxypropyl ester